C1(CCCC1)C1=C2C(=NC=C1)C=C(S2)C2=NC(=NC=C2F)NC2=NC=C(C=C2)N2CCC(CC2)OC 4-(7-Cyclopentylthieno[3,2-b]pyridin-2-yl)-5-fluoro-N-[5-(4-methoxypiperidin-1-yl)pyridin-2-yl]pyrimidin-2-amine